4-bromo-6-methoxy-1H-benzo[d]Imidazole BrC1=CC(=CC=2NC=NC21)OC